FC1=C(C(=O)N2CCN(CC2)C2=NC=C(C#N)C=C2)C=C(C=C1)CC1=NNC(C2=CC=C(C=C12)CC(F)(F)F)=O 6-(4-(2-fluoro-5-((4-oxo-7-(2,2,2-trifluoroethyl)-3,4-dihydrophthalazin-1-yl)methyl)benzoyl)piperazin-1-yl)nicotinonitrile